2-methyl-2-{5-[(3-{4-[(piperidin-4-yl)amino]-1-(2,2,2-trifluoroethyl)-1H-indol-2-yl}prop-2-yn-1-yl)amino]pyridin-2-yl}propanenitrile CC(C#N)(C)C1=NC=C(C=C1)NCC#CC=1N(C2=CC=CC(=C2C1)NC1CCNCC1)CC(F)(F)F